BrC=1C=C(C=CC1)[C@@H](C)NC1=NC(=NC2=CC(=C(C=C12)OC)OCCCCCCCNC=1C=C(C=CC1)NC1C(NC(CC1)=O)=O)C 3-((3-((7-((4-(((R)-1-(3-bromophenyl)-ethyl)amino)-6-methoxy-2-methylquinazolin-7-yl)oxy)heptyl)amino)phenyl)amino)piperidine-2,6-dione